COC1=C(C=C(C=C1)S(=O)(=O)N(CCC)C)N1C2COCC1CNC2 4-Methoxy-N-methyl-3-(3-oxa-7,9-diazabicyclo[3.3.1]nonan-9-yl)-N-propyl-benzenesulfonamide